FC(C)(F)C1=CC=C2C(NC(N(C2=C1)C1=CC=2N(C=C1)C=CN2)=O)=O 7-(1,1-Difluoroethyl)-1-(imidazo[1,2-a]pyridin-7-yl)quinazoline-2,4(1H,3H)-dione